5-bromo-4-isothiocyanatobenzo[d][1,3]diazole BrC1=C(C2=C(NC=N2)C=C1)N=C=S